CN1N=C(C=C1)C1=C(C=NC(=C1)C=1SC(=CC1)C(F)(F)F)[C@@H]1CN(CC1)C(C=C)=O |o1:21| (R)- or (S)-1-(3-(4-(1-methyl-1H-pyrazol-3-yl)-6-(5-(trifluoromethyl)thiophen-2-yl)pyridin-3-yl)pyrrolidin-1-yl)prop-2-en-1-one